OC1[C@H](N)[C@@H](O)[C@H](O)[C@H](O1)CO.[B] boron glucosamine